CNCCCCC(=O)OC methyl 5-(methylamino)pentanoate